FC1CCN(CC1)C(=O)C1=CC=C2C(=N1)C=CN2 (4-fluoropiperidin-1-yl)(1H-pyrrolo[3,2-b]pyridin-5-yl)methanone